CS(=O)(C)=NC1=C(C=C(C=C1)NC1=NC=C(C(=N1)C1=CNC2=C(C=CC=C12)OC)C)OC N-[4-[[dimethyl(oxo)-λ6-sulfanylidene]amino]-3-methoxy-phenyl]-4-(7-methoxy-1H-indol-3-yl)-5-methyl-pyrimidin-2-amine